NC1=C(C=CC=C1)NC(CCCC[C@@H](C(=O)NC1=CC(=CC=C1)Br)NC(OCC)=O)=O (S)-ethyl (7-((2-aminophenyl)amino)-1-((3-bromophenyl)amino)-1,7-dioxoheptan-2-yl)carbamate